ethyl (S)-2-(tert-butoxy)-2-(7-(4-chlorophenyl)-5-methyl-2-(5-methyl-5H-pyrrolo[2,3-b]pyrazin-2-yl)benzo[d]thiazol-6-yl)acetate C(C)(C)(C)O[C@H](C(=O)OCC)C1=C(C2=C(N=C(S2)C=2N=C3C(=NC2)N(C=C3)C)C=C1C)C1=CC=C(C=C1)Cl